(S)-6-((1-amino-1-oxopropan-2-yl)amino)-2-(5-(2-(trifluoromethyl)phenyl)-3,4-dihydroisoquinolin-2(1H)-yl)pyrimidine-4-carboxamide NC([C@H](C)NC1=CC(=NC(=N1)N1CC2=CC=CC(=C2CC1)C1=C(C=CC=C1)C(F)(F)F)C(=O)N)=O